N-(5-(2,2-difluoroethoxy)-4-((2-(1,1-difluoroethyl)-6-methylpyrimidin-4-yl)amino)pyridin-2-yl)acetamide FC(COC=1C(=CC(=NC1)NC(C)=O)NC1=NC(=NC(=C1)C)C(C)(F)F)F